N=1N(C=C2C=NC=CC21)CC2=C(C=C1[C@](NC(NC1=C2)=O)(C(F)(F)F)C#CC2CC2)F (S)-7-((2H-pyrazolo[4,3-c]pyridin-2-yl)methyl)-4-(cyclopropylethynyl)-6-fluoro-4-(trifluoromethyl)-3,4-dihydroquinazolin-2(1H)-one